(R)-1-(2-(difluoromethoxy)pyridin-4-yl)pyrrolidine-3-carboxylic acid hydrochloride Cl.FC(OC1=NC=CC(=C1)N1C[C@@H](CC1)C(=O)O)F